2-chloro-7-methyl-5,6-dihydro-1,7-naphthyridin-8-one ClC1=NC=2C(N(CCC2C=C1)C)=O